ClC1=NC=2N(C(=C1)NCC1=NN(C3=CC=CC=C13)C)N=CC2C(C)C 5-chloro-3-isopropyl-N-((1-methyl-1H-indazol-3-yl)methyl)pyrazolo[1,5-a]pyrimidin-7-amine